FC=1C=C(CNCCCCOCCNC2=NC3=C(C4=CN=CC=C24)C=CC=C3)C=CC1OC(F)(F)F 5-((2-(4-((3-fluoro-4-(trifluoromethoxy)benzyl)amino)butoxy)ethyl)amino)benzo[c][2,6]naphthyridine